BrC1=CC(=C(C=C1)N=NC1=C(C=C(C=C1)Br)O)O 4,4'-dibromo-2,2'-dihydroxyazobenzene